N(C1=CC=CC=C1)C1=NC=C(C(=N1)NCC=1C(=NC=CC1)N(S(=O)(=O)C)C)C(F)(F)F N-[3-({[2-anilino-5-(trifluoromethyl)pyrimidin-4-yl]amino}methyl)pyridin-2-yl]-N-methylmethane-sulfonamide